2-(6-(4-(tert-butoxycarbonyl)piperazin-1-yl)-2-(2,3-dihydrobenzofuran-5-yl)-5-ethyl-7-oxo-[1,2,4]triazolo[1,5-a]pyrimidin-4(7H)-yl)acetic acid C(C)(C)(C)OC(=O)N1CCN(CC1)C1=C(N(C=2N(C1=O)N=C(N2)C=2C=CC1=C(CCO1)C2)CC(=O)O)CC